(R)-5-isopropyl-5-{4-[4-(5-phenyl-[1,3,4]oxadiazol-2-yl)piperidine-1-carbonyl]phenyl}imidazolidine-2,4-dione C(C)(C)[C@]1(C(NC(N1)=O)=O)C1=CC=C(C=C1)C(=O)N1CCC(CC1)C=1OC(=NN1)C1=CC=CC=C1